Cl.NC1=NC=C(C2=C1C=NN2)NC(=O)C(=O)N(CC2=NC=CC=N2)CC2=NC=C(C=C2C)C(F)(F)F N-(4-amino-1H-pyrazolo[4,3-c]pyridin-7-yl)-N'-[[3-methyl-5-(trifluoromethyl)-2-pyridyl]methyl]-N'-(pyrimidin-2-ylmethyl)oxamide Hydrogen chloride